(5-fluorobenzo[C][1,2,5]thiadiazol-4-yl)methylamine hydrochloride Cl.FC1=C(C=2C(=NSN2)C=C1)CN